N1C=C(C=2C1=NC=CC2)C2=NC=NC=C2C(F)(F)F 4-(1H-pyrrolo[2,3-b]pyridin-3-yl)-5-(trifluoromethyl)pyrimidine